1,3,5-trichloro-s-triazine-2,4,6(1h,3h,5h)-trione ClN1C(N(C(N(C1=O)Cl)=O)Cl)=O